C(CCCCCCC\C=C/C\C=C/CCCCC)(=O)OCCCCC(OC(NCCOCCN(C)C)=O)CCCCOC(CCCCCCC\C=C/C\C=C/CCCCC)=O 11-(4-{[(10z,12z)-1-oxooctadeca-9,12-dienyl] oxy} butyl)-2-methyl-9-oxo-2,8-diaza-5,10-dioxapentadec-15-yl (10z,12z)-octadeca-9,12-dienoate